C(CCCC)C1CCC(CC1)C1CCC(CC1)C1=CC=C(OC2=CC=C(N)C=C2)C=C1 4-(4-(4'-pentyl-[1,1'-bi(cyclohexan)]-4-yl)phenoxy)aniline